N-[4,5-dihydroxy-6-(hydroxymethyl)-2-{2-[2-(2-{4-[4-(2-oxoazetidine-1-carbonyl)phenyl]-1H-1,2,3-triazol-1-yl}ethoxy)ethoxy]ethoxy}oxan-3-yl]acetamide OC1C(C(OC(C1O)CO)OCCOCCOCCN1N=NC(=C1)C1=CC=C(C=C1)C(=O)N1C(CC1)=O)NC(C)=O